1-(1-naphthyl)-2-nitropropene C1(=CC=CC2=CC=CC=C12)C=C(C)[N+](=O)[O-]